4-cis-decadienoyl-carnitin C(C=C\C=C/CCCCC)(=O)C(O)(C[N+](C)(C)C)CC([O-])=O